methyl p-coumarate (methyl p-coumarate) C/C(/C(=O)O)=C\C1=CC=C(C=C1)O.C(\C=C\C1=CC=C(C=C1)O)(=O)OC